neopentyl glycol bis(2-mercaptoacetate) SCC(=O)OCC(C)(COC(CS)=O)C